8-bromo-2-iodo-3-(2,2,2-trifluoroethyl)imidazo[1,2-a]pyridine BrC=1C=2N(C=CC1)C(=C(N2)I)CC(F)(F)F